6-(2-(1-Cyanopyrrolidin-2-yl)benzo[d]oxazol-5-yl)picolinonitrile C(#N)N1C(CCC1)C=1OC2=C(N1)C=C(C=C2)C2=CC=CC(=N2)C#N